tert-butyl 5-amino-4-(6-(hydroxymethyl)-1-oxo-7-(pyridin-3-yloxy) isoindolin-2-yl)-5-oxopentanoate NC(C(CCC(=O)OC(C)(C)C)N1C(C2=C(C(=CC=C2C1)CO)OC=1C=NC=CC1)=O)=O